O1N=CC(=C1)C1=CC(=C2C=NNC2=C1)OCCOCCCCNCC=1C=C(C=C(C1)OC(F)(F)F)CCO 2-(3-(((4-(2-((6-(isoxazol-4-yl)-1H-indazol-4-yl)oxy)ethoxy)butyl)amino)methyl)-5-(trifluoromethoxy)phenyl)ethanol